N-[3-(N,N-dioctylamino)-4-methoxyphenyl]acetamide diethyl-3,3'-disulfanediylbis(2-amino-4-methoxybenzoate) C(C)OC(C1=C(C(=C(C=C1)OC)SSC=1C(=C(C(=O)OCC)C=CC1OC)N)N)=O.C(CCCCCCC)N(CCCCCCCC)C=1C=C(C=CC1OC)NC(C)=O